ClC1=C(C=C(C=C1)C1=CN(C2=NC(=CC=C21)C(=O)N2C(CN(CC2)C2=NC(=C(C(=O)O)C(=C2)C)C)(C)C)CCOC)F 6-(4-(3-(4-chloro-3-fluorophenyl)-1-(2-methoxyethyl)-1H-pyrrolo[2,3-b]pyridine-6-carbonyl)-3,3-dimethylpiperazin-1-yl)-2,4-dimethylnicotinic acid